C(CCCCCCC(=O)OCC(CO)(COC(CCCCCCC(OCCCCCCCCCC)=O)=O)COC(CCCCCCC(=O)OCCCCCCCCCC)=O)(=O)OCCCCCCCCCC O8-[2,2-bis[(8-decoxy-8-oxo-octanoyl)oxymethyl]-3-hydroxy-propyl] O1-decyl octanedioate